ClC1=CC(=C(CC2(OC3=C(O2)C=CC=C3C3CCN(CC3)CC3=NC2=C(N3C[C@H]3OCC3)C=C(C=C2)C(=O)OC)C)C=C1)F methyl 2-((4-(2-(4-chloro-2-fluorobenzyl)-2-methylbenzo[d][1,3]dioxolan-4-yl) piperidin-1-yl) methyl)-1-(((S)-oxetan-2-yl) methyl)-1H-benzo[d]imidazole-6-carboxylate